Br[C-]1SC2=C(C1)C=CC=C2 2-bromobenzothiopheneid